C(C)(C)(C)C1CC12N(CC(NC2=O)C2=CC(=CC(=C2)Cl)Br)C(=O)OC(C)(C)C2CN(CCC2)C2=CC=C(C=C2)[N+](=O)[O-] 2-(1-(4-nitrophenyl)piperidin-3-yl)propan-2-ol tert-butyl-6-(3-bromo-5-chloro-phenyl)-8-oxo-4,7-diazaspiro[2.5]octane-4-carboxylate